4-(THIOPHEN-2-YLCARBAMOYL)PHENYLBORONIC ACID S1C(=CC=C1)NC(=O)C1=CC=C(C=C1)B(O)O